FC=1C=2N(C=C(C1)C1=CNC=3N=C(N=CC31)NC3CC(C3)(C)NC(C)=O)C=CN2 N-((1s,3s)-3-((5-(8-fluoroimidazo[1,2-a]pyridin-6-yl)-7H-pyrrolo[2,3-d]pyrimidin-2-yl)amino)-1-methylcyclobutyl)acetamide